isopropyl (trans-4-(5-(3-(N-ethylsulfamoyl)pyridin-4-yl)thiazol-2-yl)cyclohexyl)carbamate C(C)NS(=O)(=O)C=1C=NC=CC1C1=CN=C(S1)[C@@H]1CC[C@H](CC1)NC(OC(C)C)=O